5-(Phenylamino)-[3,4'-bipyridin]-2(1H)-one C1(=CC=CC=C1)NC=1C=C(C(NC1)=O)C1=CC=NC=C1